3-((1H-indazol-4-yl)methyl)-7-((3-aminophenyl)(methyl)amino)-5-methyl-3,5-dihydro-4H-pyridazino[4,5-b]indol-4-one N1N=CC2=C(C=CC=C12)CN1N=CC2=C(N(C=3C=C(C=CC23)N(C)C2=CC(=CC=C2)N)C)C1=O